1-Methyl-N-(2-methyl-5-{[2-(4-methylbenzoyl)hydrazino]carbonyl}phenyl)-1H-imidazole-5-carboxamide CN1C=NC=C1C(=O)NC1=C(C=CC(=C1)C(=O)NNC(C1=CC=C(C=C1)C)=O)C